N,N,O-triglycidyl-p-aminophenol C(C1CO1)N(C1=CC=C(C=C1)OCC1CO1)CC1CO1